2-(ethyl-(methyl)amino)cyclohexane-1-one C(C)N(C1C(CCCC1)=O)C